Cl.N[C@@H]1C(N(C2=C(OC1)C=CC(=C2)S(=O)(=O)C)C)=O (S)-3-amino-5-methyl-7-(methylsulfonyl)-2,3-dihydrobenzo[b][1,4]oxazepin-4(5H)-one hydrochloride